2-(Difluoromethyl)-4-fluorophenyl acetate C(C)(=O)OC1=C(C=C(C=C1)F)C(F)F